C1=CC=CC=2C3=CC=CC=C3C(C12)COC(=O)ON1CCOC2=C(C1)C=CC(=C2)C(=O)O 4-(9-fluorenylmethoxycarbonyloxy)-2,3,4,5-tetrahydrobenzo[f][1,4]oxazepine-8-carboxylic acid